(S)-2-(benzylsulfonyl)-3-phenylisoxazolidine C(C1=CC=CC=C1)S(=O)(=O)N1OCC[C@H]1C1=CC=CC=C1